The molecule is a monohydroxypyridine that is pyridine substituted by a hydroxy group at position 2. It has a role as a plant metabolite. C1=CC(=O)NC=C1